3-((2H-1,2,3-triazol-2-yl)methyl)-2-fluorobenzoic acid N=1N(N=CC1)CC=1C(=C(C(=O)O)C=CC1)F